CC1OCC2=NC(=C(C=C21)C(=O)OCC)N2CCOCC2 ethyl 5-methyl-2-morpholino-5,7-dihydrofuro[3,4-b]pyridine-3-carboxylate